CC1=NC=CC=C1C=1N=C(SC1)NC(=O)C=1C=NC(=NC1)N1CCOCC1 N-[4-(2-methyl-3-pyridinyl)thiazol-2-yl]-2-morpholino-pyrimidine-5-carboxamide